ClC1=CC=C(CNC(=O)C2=NN(C=3C(N(CCC32)CC3(CC3)S(=O)(=O)C(C)([C@@H](CO)O)C)=O)C)C=C1 (R)-N-(4-Chlorobenzyl)-6-((1-((3,4-dihydroxy-2-methylbutan-2-yl)sulfonyl)cyclopropyl)methyl)-1-methyl-7-oxo-4,5,6,7-tetrahydro-1H-pyrazolo[3,4-c]pyridine-3-carboxamide